C(CCCCCCCCCCCCC)(=O)OCCC(CCCC(C)C)C 3,7-dimethyloctyl myristate